((1r,4r)-4-isopropoxycyclohexyl)methanol C(C)(C)OC1CCC(CC1)CO